5-Methoxy-4-azaspiro[2.4]hept-4-ene COC1=NC2(CC2)CC1